C(#N)/C=C/C(=O)N(CC)OCC (E)-3-cyano-N-ethoxy-N-ethyl-prop-2-enamide